N[C@@H](CC(N)=O)C(=O)OC(CCCCCCCCCCC)=O.[Na] sodium lauroyl asparaginate